FC1=CC=C(C=C1)C(=O)N1[C@@H](C=2N(CC1)C(=NN2)C=2SC1=C(C=NN=C1)N2)C (R)-(4-Fluorophenyl)(8-methyl-3-(thiazolo[4,5-d]pyridazin-2-yl)-5,6-dihydro-[1,2,4]Triazolo[4,3-a]pyrazin-7(8H)-yl)methanone